N[C@@](C(=O)OC(C)(C)C)(CC=C)C1=C(C=CC=C1)[N+](=O)[O-] tert-Butyl (S)-2-amino-2-(2-nitrophenyl)pent-4-enoate